1-(5-(hydroxymethyl)pyrazine-2-yl)dihydropyrimidine-2,4(1H,3H)-dione OCC=1N=CC(=NC1)N1C(NC(CC1)=O)=O